BrC=1C=CC2=C(CN(S2)C(C)(C)C)C1 5-bromo-2-(tert-butyl)-2,3-dihydrobenzo[d]isothiazole